N-ethyl-5-fluoro-2-((5-(2-((3R)-6-((3-hydroxy-2-methoxypropyl)(methyl)amino)-2-methylhexan-3-yl)-2,6-diazaspiro[3.4]octan-6-yl)-1,2,4-triazin-6-yl)oxy)-N-isopropylbenzamide fumarate C(\C=C\C(=O)O)(=O)O.C(C)N(C(C1=C(C=CC(=C1)F)OC1=C(N=CN=N1)N1CC2(CN(C2)[C@@H](C(C)C)CCCN(C)CC(CO)OC)CC1)=O)C(C)C